o-tolylethynyl-aniline C1(=C(C=CC=C1)C#CC1=C(N)C=CC=C1)C